(tert-butoxycarbonylamino) 2,2-dimethylpropanoate CC(C(=O)ONC(=O)OC(C)(C)C)(C)C